N1=CC(=CC=C1)CN1N=C2C=C(C=CC2=C1)C(=O)O 2-Pyridin-3-ylmethyl-2H-indazole-6-carboxylic acid